ethyl 1-(4,4-difluoropiperidin-1-yl)-2,7-naphthyridine-3-carboxylate FC1(CCN(CC1)C1=NC(=CC2=CC=NC=C12)C(=O)OCC)F